CNC1C=2N(CCC1)N=CC2 N-methyl-4,5,6,7-tetrahydropyrazolo[1,5-a]pyridin-4-amine